C(C)NC(C([C@H](C[C@H]1C(NCC1)=O)NC([C@H](CC1=CC=CC=C1)NC(OC(C(F)(F)C1=CC(=CC=C1)Cl)C1CCCCC1)=O)=O)O)=O 2-(3-chlorophenyl)-1-cyclohexyl-2,2-difluoroethyl ((2S)-1-(((2S)-4-(ethylamino)-3-hydroxy-4-oxo-1-((S)-2-oxopyrrolidin-3-yl)butan-2-yl)amino)-1-oxo-3-phenylpropan-2-yl)carbamate